2-(2-((3r,4r)-3-amino-4-fluoropiperidin-1-yl)-5,6-difluoro-1H-benzo[d]imidazol-1-yl)-N-(1,1-dioxotetrahydrothiophen-3-yl)-N-methylacetamide N[C@@H]1CN(CC[C@H]1F)C1=NC2=C(N1CC(=O)N(C)C1CS(CC1)(=O)=O)C=C(C(=C2)F)F